C(C1=CC=CC=C1)C(C(=O)NC=1C(=NC2=C(C=CC=C2C1)F)C)(CC(F)(F)F)Cl 2-benzyl-2-chloro-4,4,4-trifluoro-N-(8-fluoro-2-methyl-3-quinolyl)butanamide